[N-](S(=O)(=O)C(F)(F)F)S(=O)(=O)C(F)(F)F.CN1CN(C=C1)CC 1-methyl-3-ethylimidazole bistrifluoromethanesulfonimide salt